Cl.Cl.CC1(N=C(NC1)SCCCCN1CCCC1)C 4,4-dimethyl-2-((4-(pyrrolidin-1-yl)butyl)thio)-4,5-dihydro-1H-imidazole dihydrochloride